[4-(2,2-dimethylpropoxy)-3-methyl-phenyl]-[4-(5-methyloxazolo[4,5-b]pyridin-2-yl)piperazin-1-yl]methanone CC(COC1=C(C=C(C=C1)C(=O)N1CCN(CC1)C=1OC=2C(=NC(=CC2)C)N1)C)(C)C